(Z)-2-((3-benzyl-5-(3-((tert-butyldimethylsilyl)oxy)-2-fluorophenyl)pyrazin-2-yl)amino)-3-(furan-2-yl)acrylic acid C(C1=CC=CC=C1)C=1C(=NC=C(N1)C1=C(C(=CC=C1)O[Si](C)(C)C(C)(C)C)F)N\C(\C(=O)O)=C/C=1OC=CC1